tert-hexylperoxy isopropyl-monocarboxylate C(C)(C)C(=O)OOOC(C)(C)CCC